FC(C1=CC=C(CO[C@H]2[C@@H](CNC2)N2N=NC(=C2)C=2C=NC=NC2)C=C1)(F)F 5-(1-(trans-4-(4-(trifluoromethyl)benzyloxy)pyrrolidin-3-yl)-1H-1,2,3-triazol-4-yl)pyrimidine